(dimethyl)aminotitanium CN(C)[Ti]